1-(1-aminocyclopropyl)hexadecane-1,3-diol NC1(CC1)C(CC(CCCCCCCCCCCCC)O)O